1-((((R)-1-(2-chlorophenyl)-2-oxocyclohexyl)(methyl)carbamoyl)oxy)ethyl acetyl-L-leucinate C(C)(=O)N[C@@H](CC(C)C)C(=O)OC(C)OC(N(C)[C@@]1(C(CCCC1)=O)C1=C(C=CC=C1)Cl)=O